1-phenyl-3-(3-methylphenyl)-1-propanone C1(=CC=CC=C1)C(CCC1=CC(=CC=C1)C)=O